(2-(4-methoxyphenyl)quinolin-4-yl)propane-1,3-diamine COC1=CC=C(C=C1)C1=NC2=CC=CC=C2C(=C1)C(CCN)N